5-(3-Methoxyphenyl)-2-methyl-N-(3-(2-morpholinopropyl)-1,2,4-thiadiazol-5-yl)furan-3-carboxamide COC=1C=C(C=CC1)C1=CC(=C(O1)C)C(=O)NC1=NC(=NS1)CC(C)N1CCOCC1